FC(C(=O)O)(F)F.C(CCCCCCCCC)C1=CC=C(C=C1)C1=NOC(=N1)CCCN 3-(3-(4-decylphenyl)-1,2,4-oxadiazol-5-yl)propan-1-amine 2,2,2-trifluoroacetate